(3AS,4R,6aR)-4-(4-chloro-7H-pyrrolo[2,3-d]pyrimidin-7-yl)-2,2-dimethyl-3a,6a-dihydro-4H-cyclopenta[d][1,3]dioxole-6-carbaldehyde ClC=1C2=C(N=CN1)N(C=C2)[C@@H]2C=C([C@H]1OC(O[C@H]12)(C)C)C=O